COC([C@H](CC=1C=CC(=C2C=CC=NC12)C1=C(C=C(C=C1Cl)F)Cl)NC(C1=C(C=CC=C1F)F)=O)=O (S)-3-(5-(2,6-dichloro-4-fluorophenyl)quinolin-8-yl)-2-(2,6-difluorobenzoylamino)propionic acid methyl ester